1-(p-Nitrobenzyl)-1,4,7,10-tetraazacyclodecan-4,7,10-triacetat [N+](=O)([O-])C1=CC=C(CN2CCN(CCN(CCN2CC(=O)[O-])CC(=O)[O-])CC(=O)[O-])C=C1